ClC1=CC=C(C=C1)CCN1CCC(CC1)C=1N=NN(C1)CC1=CC=C(C=C1)F 1-[2-(4-Chloro-phenyl)-ethyl]-4-[1-(4-fluoro-benzyl)-1H-[1,2,3]triazol-4-yl]-piperidine